2-(4-(6-((4-Cyano-2-fluorobenzyl)oxy)pyridin-2-yl)-2-fluorobenzyl)-N-(cyclopropylsulfonyl)-1-((1-methylcyclopropyl)methyl)-1H-benzo[d]imidazole-6-carboxamide C(#N)C1=CC(=C(COC2=CC=CC(=N2)C2=CC(=C(CC3=NC4=C(N3CC3(CC3)C)C=C(C=C4)C(=O)NS(=O)(=O)C4CC4)C=C2)F)C=C1)F